C(C)(C)(C)N1C=NC2=C1C=CC(=C2)C(=O)O 1-(tert-butyl)-1H-benzo[d]imidazole-5-carboxylic acid